FC1(OC(C(C1(F)F)(F)F)(F)F)C(=C(C(C(F)(F)F)(F)F)F)F perfluoro(2-butenyl-tetrahydrofuran)